ClC1=C(C=CC(=C1)Cl)C[C@@H](CC[C@@H](C(C)(C)C)O)C (2R,4R,5S)-1-(2,4-Dichlorophenyl)-5-hydroxy-2,6,6-trimethylheptan